Cl.F[C@@]12[C@@H](N(CC1)C(=O)OCC1=CC=CC=C1)CNC2 (cis)-benzyl 3a-fluorohexahydropyrrolo[3,4-b]pyrrole-1(2H)-carboxylate hydrochloride